COC(=O)C1=CC=2C(=NC=CC2Cl)N1 4-chloro-1H-pyrrolo[2,3-b]Pyridine-2-carboxylic acid methyl ester